N1=C(C=CC2=CC=C3C=CC=NC3=C12)C=1C=C(C=CC1)N1C(=NC2=C1C=CC=C2OC)C2=CC=CC=C2 1-[3-(1,10-phenanthroline-2-yl)phenyl]-4-methoxy-2-phenyl-1H-benzimidazole